The molecule is a pyrimidine 2'-deoxyribonucleoside 5'-monophosphate having uracil as the nucleobase. It has a role as a metabolite, an Escherichia coli metabolite and a mouse metabolite. It is a pyrimidine 2'-deoxyribonucleoside 5'-monophosphate and a deoxyuridine phosphate. It is a conjugate acid of a dUMP(2-). C1[C@@H]([C@H](O[C@H]1N2C=CC(=O)NC2=O)COP(=O)(O)O)O